OCC=1C(=CN=NC1)C1=NNC(=C1)N1C(C(CC1)CC1=CC(=C(C(=C1)F)F)F)=O 1-(3-(5-(hydroxymethyl)pyridazin-4-yl)-1H-pyrazol-5-yl)-3-(3,4,5-trifluorobenzyl)pyrrolidin-2-one